C1(=CC=CC=C1)S(=O)(=O)N1C=CC2=C1N=CC=1NC(C3(NC12)CCOCC3)=O 7'-(phenylsulfonyl)-2,3,4',5,6,7'-hexahydrospiro[pyran-4,2'-pyrrolo[3',2':5,6]pyrido[3,4-b]pyrazin]-3'(1'H)-one